C(#N)C1=C(OC2=CC(=C(C#N)C=C2)C(F)(F)F)C=CC(=C1)COC1=NC(NC(=C1)OC)=O 4-(2-cyano-4-(((6-methoxy-2-oxo-1,2-dihydropyrimidin-4-yl)oxy)methyl)phenoxy)-2-(trifluoromethyl)benzonitrile